N=1C=NN2C1C=C(C=C2)OC2=C(C(=C(C=C2)NC=2C1=C(N=CN2)C=CC(=N1)N1CC(N(CC1)C(=O)C12CC2C1)(C)C)F)C (4-(4-((4-([1,2,4]triazolo[1,5-a]pyridin-7-yloxy)-2-fluoro-3-methylphenyl)amino)pyrido[3,2-d]pyrimidin-6-yl)-2,2-dimethylpiperazin-1-yl)(bicyclo[1.1.0]butan-1-yl)methanone